3,5-dibromo-2,4-lutidine BrC=1C(=NC=C(C1C)Br)C